2-(azepan-1-yl)-4-nitrobenzoyl-hydrazine N1(CCCCCC1)C1=C(C(=O)NN)C=CC(=C1)[N+](=O)[O-]